7-(4-bromo-3-chloro-benzoyl)-2-[4-(cyclopropoxy)phenyl]-3-oxo-N-[rac-(1S)-1-quinoxalin-5-ylethyl]-6,8-dihydro-5H-imidazo[1,5-a]pyrazine-1-carboxamide BrC1=C(C=C(C(=O)N2CC=3N(CC2)C(N(C3C(=O)N[C@@H](C)C3=C2N=CC=NC2=CC=C3)C3=CC=C(C=C3)OC3CC3)=O)C=C1)Cl |r|